COC1=CC=C2C(=N1)C(=NN2C2=CC=C(C=C2)C(F)(F)F)N2CC(CC2)C(C(=O)N)=C (1-(5-methoxy-1-(4-(trifluoromethyl)phenyl)-1H-pyrazolo[4,3-b]pyridin-3-yl)pyrrolidin-3-yl)acrylamide